tert-butyl (2-methyl-3-((4-nitrophenyl)sulfonamido)propyl)carbamate CC(CNC(OC(C)(C)C)=O)CNS(=O)(=O)C1=CC=C(C=C1)[N+](=O)[O-]